2-methylsulfonyl-4-(benzothiophen-3-yl)pyrazolo[1,5-a][1,3,5]Triazine CS(=O)(=O)C1=NC=2N(C(=N1)C1=CSC3=C1C=CC=C3)N=CC2